alpha-D-galacto-hexopyranosyl-(1->3)-2-acetamido-2-deoxy-D-galacto-hexopyranose [C@H]1([C@H](O)[C@@H](O)[C@@H](O)[C@H](O1)CO)O[C@@H]1[C@H](C(O)O[C@@H]([C@@H]1O)CO)NC(C)=O